[Si](C1=CC=CC=C1)(C1=CC=CC=C1)(C(C)(C)C)OCCCCCC(C(C(=O)OC(C)(C)C)(C)C)=O tert-butyl 8-((tert-butyldiphenylsilyl)oxy)-2,2-dimethyl-3-oxooctanoate